tert-butyl (R)-2-(((1-(6-(2-hydroxyphenyl)pyridazin-4-yl)-4-phenylpiperidin-4-yl)methyl)carbamoyl)pyrrolidine-1-carboxylate OC1=C(C=CC=C1)C1=CC(=CN=N1)N1CCC(CC1)(C1=CC=CC=C1)CNC(=O)[C@@H]1N(CCC1)C(=O)OC(C)(C)C